(S)-1-(1-Isopentylpiperidin-3-yl)-6-isopropyl-5-(8-methoxy-[1,2,4]triazolo[1,5-a]pyridin-6-yl)-1,3-dihydro-2H-benzo[d]imidazol-2-on C(CC(C)C)N1C[C@H](CCC1)N1C(NC2=C1C=C(C(=C2)C=2C=C(C=1N(C2)N=CN1)OC)C(C)C)=O